[N+](=O)([O-])[O-].O=C1N(CC(C=C1)=O)OC(CCCC[N+]1=C2C=CC=C(C2=NC2=CC=CC=C12)OC)=O 5-{[(2,5-dioxopyridin-1-yl)oxy]-5-oxopentyl}-1-methoxyphenazine-ium nitrate